N-(3-bromo-1,2,4-thiadiazol-5-yl)-2''-(difluoromethyl)-3-fluoro-5''-methoxy-2-oxo-2H-[1,2':4',4''-Terpyridine]-5'-formamide BrC1=NSC(=N1)NC(=O)C=1C(=CC(=NC1)N1C(C(=CC=C1)F)=O)C1=CC(=NC=C1OC)C(F)F